(2E)-3-(1-{5-[(4-methoxyphenyl)methoxy]pentyl}-4-methyl-1H-benzotriazol-5-yl)propan-2-enoic acid ethyl ester C(C)OC(\C=C\C1=C(C2=C(N(N=N2)CCCCCOCC2=CC=C(C=C2)OC)C=C1)C)=O